3-fluoro-4-[(5-methyl-1,3,4-oxadiazol-2-yl)(pyridin-4-yl)methyl]benzene-1,2-diamine FC1=C(C(=CC=C1C(C1=CC=NC=C1)C=1OC(=NN1)C)N)N